2-(1,3-dicyclohexyl-1H-pyrazole-5-carboxamido)acrylic acid C1(CCCCC1)N1N=C(C=C1C(=O)NC(C(=O)O)=C)C1CCCCC1